OC(COC(=O)CCCCCCCCC)CO capric acid 2,3-dihydroxypropyl ester